C(C)OC1CN(C1)C(=O)OC(C)(C)C tert-butyl 3-ethoxyazetidine-1-carboxylate